C(OCC)(OCOC1=C(C(=NC2=CC(=C(C=C12)F)OC)C)C1=CC=C(C=C1)C1=CC=C(C=C1)OC(F)(F)F)=O Ethyl (((6-fluoro-7-methoxy-2-methyl-3-(4'-(trifluoromethoxy)-[1,1'-biphenyl]-4-yl)quinolin-4-yl)oxy)methyl) carbonate